NC=1C(=CC(=NC1)N1CC2N(C(C1)C2)C(=O)[O-])C(N)=O 3-(5-amino-4-carbamoylpyridin-2-yl)-3,6-diazabicyclo[3.1.1]heptane-6-carboxylate